2-(3-(3-chloro-4-fluorophenyl)-1-(1-(1-oxo-1,2-dihydroisoquinolin-4-yl)ethyl)ureido)-N-methylacetamide ClC=1C=C(C=CC1F)NC(N(C(C)C1=CNC(C2=CC=CC=C12)=O)CC(=O)NC)=O